1-(2-(1-methylpiperidin-4-yl)-2H-indazol-6-yl)pyrimidine-2,4(1H,3H)-dione CN1CCC(CC1)N1N=C2C=C(C=CC2=C1)N1C(NC(C=C1)=O)=O